O=C(C(=O)O)NCC(F)(F)F 2-Oxo-2-(2,2,2-trifluoro-ethylamino)acetic acid